BrC1=CNC(C=2N1C=NC2)=O 5-bromoimidazo[1,5-a]pyrazin-8(7H)-one